[Si](C1=CC=CC=C1)(C1=CC=CC=C1)(C(C)(C)C)OC[C@@H]1N(C(C[C@H]1CC(C)C)=O)C(=O)OC(C)(C)C tert-butyl (2R,3R)-2-[[tert-butyl(diphenyl)silyl]oxymethyl]-3-isobutyl-5-oxo-pyrrolidine-1-carboxylate